FC1=C2C(=NC=NC2=CC=C1CC(F)(F)F)N1CC2(C1)CCN(CC2)CC=2C(=C1C=C(N(C1=CC2)CC2CNC(CO2)=O)C#N)C 5-[[2-[5-fluoro-6-(2,2,2-trifluoroethyl)quinazolin-4-yl]-2,7-diazaspiro[3.5]nonan-7-yl]methyl]-4-methyl-1-[(5-oxomorpholin-2-yl)methyl]indole-2-carbonitrile